2-(dimethylamino)-3-phenylpropionic acid CN(C(C(=O)O)CC1=CC=CC=C1)C